1,3-dihydro-4-phenyl-2-oxonaphtho[2,3-c]thiophene C1(=CC=CC=C1)C1=C2C=CC=CC2=CC=2CS(CC21)=O